tert-butyl 2-acetylsulfanylacetate C(C)(=O)SCC(=O)OC(C)(C)C